C(C)(C)(C)OC(=O)N1CCN(CC1)CC1(CCNCC1)O.NCCNCCCC(C)O[Si](OCC)(OCC)C 3-(2-aminoethyl)aminopropylmethyltriethoxysilane tert-butyl-4-((4-hydroxypiperidin-4-yl)methyl)piperazine-1-carboxylate